FC(C1=CC=C(C=C1)CC1=C(C(=O)N)C=CC=C1)(F)F (4-(trifluoromethyl)phenyl)methyl-benzamide